N2-((S)-2-((((3-chlorobenzyl)oxy)carbonyl)amino)-3-cyclohexylpropanoyl)-N5-(4-chlorophenethyl)-N5-methyl-L-glutamine ClC=1C=C(COC(=O)N[C@H](C(=O)N[C@@H](CCC(N(C)CCC2=CC=C(C=C2)Cl)=O)C(=O)O)CC2CCCCC2)C=CC1